CC=1N=C(NC1C)C1=C(C=CC(=C1)OC)O 4,5-dimethyl-2-(2-hydroxy-5-methoxyphenyl)imidazole